(R)-(3-Chloro-pyrazin-2-yl)-[4-fluoro-3-(7-morpholin-4-yl-quinazolin-4-yl)phenyl]-methanol ClC=1C(=NC=CN1)[C@H](O)C1=CC(=C(C=C1)F)C1=NC=NC2=CC(=CC=C12)N1CCOCC1